4-amino-N-cyclopropyl-1,7-dimethyl-N-((5-(thiophen-3-ylethynyl)pyridin-2-yl)methyl)-1H-pyrazolo[4,3-c]quinoline-8-carboxamide NC1=NC=2C=C(C(=CC2C2=C1C=NN2C)C(=O)N(CC2=NC=C(C=C2)C#CC2=CSC=C2)C2CC2)C